1-ethoxycarbonylcyclohex-3-ene C(C)OC(=O)C1CC=CCC1